C(C)(C)C1=C(C=CC(=C1)C(F)(F)F)C1=C(C=C(C=C1)F)OC isopropyl-4'-fluoro-2'-methoxy-4-trifluoromethyl-1,1'-biphenyl